NC=1C=CC(=C(C1)NC(C1=CC(=CC=C1)[N+](=O)[O-])=O)Cl N-(5-amino-2-chlorophenyl)-3-nitrobenzamide